N-((S)-1-((S)-1-(2-(2-Chloroacetyl)-2-(((S)-2-oxopyrrolidin-3-yl)methyl)hydrazineyl)-4-methyl-1-oxopentan-2-yl)-2-oxopyrrolidin-3-yl)acetamide ClCC(=O)N(NC([C@H](CC(C)C)N1C([C@H](CC1)NC(C)=O)=O)=O)C[C@H]1C(NCC1)=O